FC1=C(C(=CC=C1C=1NC=CC1)F)[Ti]C1C=CC=C1 2,6-difluoro-3-pyrrolyl-phenyl-cyclopentadienyl-titanium